O1CCC(CC1)CC(=O)O 2-(tetrahydro-2H-pyran-4-yl)acetic acid